N-(1-(4-bromo-2-nitrobenzyl)indolin-5-yl)cyclohexanesulfonamide BrC1=CC(=C(CN2CCC3=CC(=CC=C23)NS(=O)(=O)C2CCCCC2)C=C1)[N+](=O)[O-]